N1C=CC2=C(C=CC=C12)C=1N=C(C2=C(N1)C=CC(=N2)C=2N(C=CC2)C)N2[C@@H](COCC2)C (R)-4-(2-(1H-indol-4-yl)-6-(1-methyl-1H-pyrrol-2-yl)pyrido[3,2-d]pyrimidin-4-yl)-3-methylmorpholine